ClC=1C=CC(=C(C1)C1=NNC=C1C=1N=C2C=C(C=NC2=CC1)NCC1CNCCC1)F 6-[3-(5-chloro-2-fluoro-phenyl)-1H-pyrazol-4-yl]-N-(3-piperidylmethyl)-1,5-naphthyridin-3-amine